CN(C1=CC=C(C(=N1)CN1C(N(CC=2C1=NN(C2)C)C2CCN(CC2)C2=C(C=CC=C2C)F)=O)C(F)(F)F)C 7-(6-Dimethylamino-3-trifluoromethyl-pyridin-2-ylmethyl)-5-[1-(2-fluoro-6-methyl-phenyl)-piperidin-4-yl]-2-methyl-2,4,5,7-tetrahydro-pyrazolo[3,4-d]pyrimidin-6-on